C(C)(=O)OC\C=C(\C(=O)NCCCCNC(C=CC1=CC=CC=C1)=O)/C (E)-4-((4-cinnamamidobutyl)amino)-3-methyl-4-oxobut-2-en-1-yl acetate